N1N=C(C=C1)C=1C=C2CN(CC2=CC1)C([C@@H](CC1=C(C=C(C=C1)Cl)Cl)N)=O (R)-1-(5-(1H-pyrazol-3-yl)isoindolin-2-yl)-2-amino-3-(2,4-dichlorophenyl)propan-1-one